3-methyl-6-(3-nitrophenyl)-[1,2,4]Triazolo[4,3-b]Pyridazine CC1=NN=C2N1N=C(C=C2)C2=CC(=CC=C2)[N+](=O)[O-]